(4-bromobenzyl)oxyethyl-isoindoline-1,3-dione BrC1=CC=C(COCCN2C(C3=CC=CC=C3C2=O)=O)C=C1